butyl 3-((chlorosulfonyl) oxy)-2,2-dimethylpropionate ClS(=O)(=O)OCC(C(=O)OCCCC)(C)C